OC=1C=C(C)C=C(C1O)O 3,4,5-trihydroxytoluene